4-((4-(tert-butyl)piperazine-1-yl)methyl)-N-(3-chloro-4-(pyridine-2-ylmethoxy)phenyl)benzamide C(C)(C)(C)N1CCN(CC1)CC1=CC=C(C(=O)NC2=CC(=C(C=C2)OCC2=NC=CC=C2)Cl)C=C1